methyl meta-fluorocinnamate FC=1C=C(C=CC(=O)OC)C=CC1